[4-[2-[tert-butyl(dimethyl)silyl]oxy-1-(5-fluoro-2-pyridyl)ethoxy]-3-cyano-pyrazolo[1,5-a]pyridin-6-yl]boronic acid [Si](C)(C)(C(C)(C)C)OCC(OC=1C=2N(C=C(C1)B(O)O)N=CC2C#N)C2=NC=C(C=C2)F